C1(=CC=CC2=CC=CC=C12)COC(C[C@@H](C(CF)=O)NC(=O)[C@@]1(CC(=NO1)C1=NC=CC2=CC=CC=C12)C(C)C)=O (S)-5-fluoro-3-((R)-5-isopropyl-3-(isoquinolin-1-yl)-4,5-dihydroisoOxazol-5-carboxamido)-4-oxopentanoic acid naphthalen-1-ylmethyl ester